2'-(diphenylphosphino)-N,N-dimethyl-[1,1'-biphenyl]-2-amine C1(=CC=CC=C1)P(C1=C(C=CC=C1)C=1C(=CC=CC1)N(C)C)C1=CC=CC=C1